racemic-1,1-difluoropropan-2-yl methanesulfonate CS(=O)(=O)O[C@@H](C(F)F)C |r|